C(C)OC(/C(/C(CCl)=O)=C/N(C)C)=O.ClCC1=NNC=C1C(=O)OCC ethyl 3-(chloromethyl)-1H-pyrazole-4-carboxylate Ethyl-(E)-4-chloro-2-((dimethylamino)methylene)-3-oxobutanoate